OCCOC1=CC=C(C(=O)OC2=CC=C(C=C2)CO[Si](C2=CC=CC=C2)(C2=CC=CC=C2)C(C)(C)C)C=C1 4-[[(tert-butyldiphenylsilyl)oxy]methyl]phenyl 4-(2-hydroxy ethoxy)benzoate